N1=C(C=CC2=CC=CN=C12)CC/C=C/C1=CN=C(N1C)C(CC(=O)OCC)C=1C=NC(=CC1)OC Ethyl (E)-3-(5-(4-(1,8-naphthyridin-2-yl)but-1-en-1-yl)-1-methyl-1H-imidazol-2-yl)-3-(6-methoxy-pyridin-3-yl)propanoate